N-[[5-(hydroxymethyl)-8-[4-(trifluoromethoxy)phenyl]imidazo[1,2-a]pyridin-6-yl]methyl]-N-methyl-prop-2-enamide OCC1=C(C=C(C=2N1C=CN2)C2=CC=C(C=C2)OC(F)(F)F)CN(C(C=C)=O)C